Cl.OC1CCCC(C1=O)(C1=CC(=CC=C1)OC(F)(F)F)NC 6-hydroxy-2-methylamino-2-(3-trifluoromethoxyphenyl)cyclohexan-1-one hydrochloride